ClC1=C(C=CC(=C1)Cl)C(C(C)NC(=O)C=1C(=NN(C1)C)C(F)F)OC 3-difluoromethyl-1-methyl-1H-pyrazole-4-carboxylic acid [2-(2,4-dichlorophenyl)-2-methoxy-1-methylethyl]amide